N-(4-(4-amino-7-cyano-1-methyl-3-(4-((1-methyl-1H-pyrazol-3-yl)oxy)phenyl)-1H-pyrrolo[3,2-c]pyridin-2-yl)-3-fluorophenyl)acrylamide NC1=NC=C(C2=C1C(=C(N2C)C2=C(C=C(C=C2)NC(C=C)=O)F)C2=CC=C(C=C2)OC2=NN(C=C2)C)C#N